tert-butyl (2-(7-(3-fluoro-4-(trifluoromethyl)phenoxy)-3,4-dihydroisoquinolin-2(1H)-yl)-2-oxoeth-yl)carbamate FC=1C=C(OC2=CC=C3CCN(CC3=C2)C(CNC(OC(C)(C)C)=O)=O)C=CC1C(F)(F)F